NC1=CC=CC(N1)=O 6-aminopyridin-2(1H)-one